S1C=NC(=C1)N Thiazol-4-amine